3,3-bis(fluoromethyl)oxetane FCC1(COC1)CF